NC1=NC=NN2C1=C(C(=N2)C2=CC=C(C=C2)NC(C=C)=O)C2=CN=C(S2)C2=CC=C(C=C2)OC N-(4-(4-amino-5-(2-(4-methoxyphenyl)thiazol-5-yl)pyrazolo[5,1-f][1,2,4]triazin-6-yl)phenyl)acrylamide